(2,2-difluoroethyl)fluorodimethylsilane FC(C[Si](C)(C)F)F